dimethyl-6,6'-diaminobiphenyl CC=1C(=C(C(=CC1)N)C1=CC=CC=C1N)C